1-(9Z-pentadecenoyl)-2-octadecanoyl-glycero-3-phospho-(1'-sn-glycerol) CCCCCCCCCCCCCCCCCC(=O)O[C@H](COC(=O)CCCCCCC/C=C\CCCCC)COP(=O)(O)OC[C@H](CO)O